2-(4-(difluoromethyl)-1-p-toluenesulfonylpiperidin-2-yl)benzaldehyde FC(C1CC(N(CC1)S(=O)(=O)C1=CC=C(C)C=C1)C1=C(C=O)C=CC=C1)F